ClC1=CC(=C(C(=C1)C)C=1C(=NN(C1C(=O)N)C1=NC=CC=C1Cl)OCF)C(=O)NC(C)(C)C [4-chloro-2-[[(1,1-dimethylethyl)amino]carbonyl]-6-methylphenyl]-1-(3-chloro-2-pyridinyl)-3-(fluoromethoxy)-1H-pyrazole-5-carboxamide